ClC1=NN=C(C=2CCCCC12)N[C@H]1CN(CCC1)C(=O)OC(C)(C)C tert-butyl (3R)-3-[(4-chloro-5,6,7,8-tetrahydrophthalazin-1-yl)amino]piperidine-1-carboxylate